2-(4-(((R)-1-ethylpiperidin-3-yl)amino)phthalazin-1-yl)-3,5-dimethylphenol C(C)N1C[C@@H](CCC1)NC1=NN=C(C2=CC=CC=C12)C1=C(C=C(C=C1C)C)O